C(C)[C@]1(C(OCC=2C(N3CC=4C(=NC=5C=C(C(=C6C5C4C(CC6)C(=O)N6C(CC6)CO)C)F)C3=CC21)=O)=O)O (9S)-9-ethyl-5-fluoro-9-hydroxy-1-(2-(hydroxymethyl)azetidine-1-carbonyl)-4-methyl-1,2,3,9,12,15-hexahydro-10H,13H-benzo[de]pyrano[3',4':6,7]indolizino[1,2-b]quinoline-10,13-dione